ClC1=C(C=CC(=C1)C(=O)N1[C@H]([C@@H](N(CC1)C1=CC(=CC=C1)Cl)C)C)[S@](=O)CC(=O)C1=CC=C(C#N)C=C1 |&1:24| (±)-4-(2-((2-Chloro-4-(4-(3-chlorophenyl)-trans-2,3-dimethylpiperazine-1-carbonyl)phenyl)sulfinyl)acetyl)benzonitrile